N1C=NC=C1CCNC(C1=CC=CC=C1)=O N-[2-(1H-imidazol-5-yl)ethyl]benzamide